C(C)(C)(C)OC(=O)N1CCN(CC1)CCCCOC=1C=C(C=CC1)CC(=O)O (3-(4-(4-(tert-butoxycarbonyl)piperazin-1-yl)butoxy)phenyl)acetic acid